COC(=O)C1=CC2=C(C(=C3N=CC=NC3=C2OC)OC)S1 5,9-dimethoxythieno[2,3-g]Quinoxaline-7-carboxylic acid methyl ester